dichloro-N-methyl-7H-purine ClC1=NC2=NC(N(C=C2N1)C)Cl